tert-butyl 8-methyl-4-[8-methyl-2-[4-(methylsulfamoylmethyl) anilino]-7-oxo-pyrido[2,3-d]pyrimidin-6-yl]-2,3-dihydroquinoxaline-1-carboxylate CC=1C=CC=C2N(CCN(C12)C(=O)OC(C)(C)C)C1=CC2=C(N=C(N=C2)NC2=CC=C(C=C2)CS(NC)(=O)=O)N(C1=O)C